C(C1=CC=CC=C1)OC=1C=C(C=CC1)C[C@@H](C(=O)O)NC(=O)OC(C)(C)C (S)-3-(3-(Benzyloxy)phenyl)-2-((tert-butoxycarbonyl)amino)propanoic acid